NC1=NC(=C2N=CNC2=N1)OCC1=CC=C(CN2N=NC=C2)C=C1 1-(4-(((2-Amino-9H-purin-6-yl)oxy)methyl)benzyl)-1H-1,2,3-triazol